BrC1=CC=C(C=C1)NS(=O)(=O)C=1C=C(C(=O)NC2=CC(=CC=C2)C#N)C=CC1 3-(N-(4-bromophenyl)sulfamoyl)-N-(3-cyanophenyl)benzamide